7-(3-hydroxy-3-methylcyclobutyl)-2-(2-phenylbenzo[d]thiazol-5-yl)-4,5,6,7-tetrahydropyrazolo[1,5-a]pyrimidine-3-carbonitrile OC1(CC(C1)C1CCNC=2N1N=C(C2C#N)C=2C=CC1=C(N=C(S1)C1=CC=CC=C1)C2)C